BrC1=CC2=CN(N=C2C=C1OC)[C@H]1[C@@H](CC(CC1)NC)C (3R,4R)-4-(5-bromo-6-methoxy-2H-indazol-2-yl)-N,3-dimethylcyclohexan-1-amine